NC=1SC2=C(N=C(N=C2N[C@@H](CO)CC(C)C)S[C@@H](C)C2=CC=CC=C2)N1 (2R)-2-[(2-amino-5-{[(1S)-1-phenylethyl]sulfanyl}-[1,3]thiazolo[4,5-d]pyrimidin-7-yl)amino]-4-methylpentan-1-ol